[3-(4-Fluorophenyl)-4-(6-phenylfuro[2,3-d]pyrimidin-4-yl)-1H-pyrazol-1-yl]ethane-1-sulfonamide FC1=CC=C(C=C1)C1=NN(C=C1C=1C2=C(N=CN1)OC(=C2)C2=CC=CC=C2)C(C)S(=O)(=O)N